4-(3-amino-1H-pyrazol-5-yl)-N-(cyclopropylmethyl)benzamide NC1=NNC(=C1)C1=CC=C(C(=O)NCC2CC2)C=C1